N1(CCC1)C=1C=C2C=CC(=NC2=CC1)C(=O)NCCOCCO 6-(azetidin-1-yl)-N-(2-(2-hydroxyethoxy)ethyl)quinoline-2-formamide